C(C)(C)C1=C(C(=CC=C1)C(C)C)N1C(N(CC1)C1=C(C=CC=C1C(C)C)C(C)C)=[Ru-4](=CC1=CC=CC2=C1OC(C(N2C(=O)C2=C(C(=C(C(=C2F)F)F)F)F)=O)CC)(Cl)Cl [1,3-Bis(2,6-di-isopropylphenyl)imidazolidin-2-ylidene]{(2-ethyl-3-oxo-4-(perfluorophenylcarbonyl)-3,4-dihydro-2H-benzo[b][1,4]oxazin-8-yl)methylene}ruthenium(II) dichloride